C(C1=CC=CC=C1)(=O)Br benzoic acid Bromide